Ethyl (5S,6R,E)-5-((((benzyloxy)carbonyl)amino)methyl)-6-((tert-butoxycarbonyl)amino)hept-2-enoate C(C1=CC=CC=C1)OC(=O)NC[C@H](C/C=C/C(=O)OCC)[C@@H](C)NC(=O)OC(C)(C)C